NCCNC1CCC(CC1)CC(=O)N1CC(C1)OC1=C(C=2O[B-]([C@H]3C[C@H]3C2C=C1)(O)O)C(=O)[O-] (2R,4S)-9-[1-({(1r,4s)-4-[(2-aminoethyl)amino]cyclohexyl}acetyl)azetidin-3-yl]oxy-5,5-dihydroxy-6-oxa-5-boranuidatricyclo[5.4.0.02,4]undeca-1(7),8,10-triene-8-carboxylate